(E)-N-(2-((2-hydroxyethyl)amino)-4-methoxy-5-((4-(1-methyl-1H-indol-3-yl)pyrimidin-2-yl)amino)phenyl)-4-morpholinobut-2-enamide OCCNC1=C(C=C(C(=C1)OC)NC1=NC=CC(=N1)C1=CN(C2=CC=CC=C12)C)NC(\C=C\CN1CCOCC1)=O